(R)-ethyl 2-((2S,3R)-2-(4-chlorophenyl)-3-ethynyl-5-oxomorpholino)pentanoate ClC1=CC=C(C=C1)[C@@H]1OCC(N([C@@H]1C#C)[C@@H](C(=O)OCC)CCC)=O